N-(2,3,4-trihydroxy-15-methylhexadecanoyl)glycine OC(C(=O)NCC(=O)O)C(C(CCCCCCCCCCC(C)C)O)O